[Na].OCC(P)P hydroxyethylidenediphosphine sodium salt